(5S,8S)-N-(2-chloro-4-fluorobenzyl)-5-fluoro-8-hydroxy-3-methyl-5,6,7,8-tetrahydroquinoline-5-carboxamide ClC1=C(CNC(=O)[C@]2(C=3C=C(C=NC3[C@H](CC2)O)C)F)C=CC(=C1)F